(4-chlorophenyl)(2-pyridyl)pyridine ClC1=CC=C(C=C1)C=1C(=NC=CC1)C1=NC=CC=C1